P(OC)(OC)(OC1=CC(=C(C=C1)[N+](=O)[O-])C)=S O,O-dimethyl O-(3-methyl-4-nitrophenyl) phosphorothioate